BrC=1C(=C(C(N(C1)C)=C=O)[N+](=O)[O-])CC(C(=O)OCC)=O ethyl 3-(5-bromo-1-methyl-3-nitro-2-carbonyl-1,2-dihydropyridin-4-yl)-2-oxopropionate